tert-butyl (S)-3-((6-carbamoylisoquinolin-3-yl)carbamoyl)pyrrolidine-1-carboxylate C(N)(=O)C=1C=C2C=C(N=CC2=CC1)NC(=O)[C@@H]1CN(CC1)C(=O)OC(C)(C)C